FC=1C=C(CN2CC(C2)C(=O)N2C3=C(OCC2)C(=CN=C3)C=3NC2=CC=C(C=C2C3)C#N)C=CC1 2-(4-(1-(3-fluorobenzyl)azacyclobutane-3-carbonyl)-3,4-dihydro-2H-pyrido[4,3-b][1,4]oxazin-8-yl)-5-cyano-1H-indole